7-fluoro-6-((R)-1-hydroxy-2-((3as,5s,6ar)-3a-hydroxy-5-phenoxyhexahydrocyclopenta[c]pyrrol-2(1H)-yl)ethyl)-3,4-dihydroquinolin-2(1H)-one FC1=C(C=C2CCC(NC2=C1)=O)[C@H](CN1C[C@@H]2[C@](C1)(C[C@H](C2)OC2=CC=CC=C2)O)O